1-methyl-5-nitroindoline-2,3-dione CN1C(C(C2=CC(=CC=C12)[N+](=O)[O-])=O)=O